C(#C)C=1C=CC=2OC[C@@H](C(N(C2N1)C)=O)NC(C1=NC=CC(=C1)OC1=CC(=CC=C1)F)=O (S)-N-(7-ethynyl-5-methyl-4-oxo-2,3,4,5-tetrahydropyrido[3,2-b][1,4]oxazepin-3-yl)-4-(3-fluorophenoxy)picolinamide